4,4-difluorobut-3-en-1-yl 2-(3,5-bis(difluoromethyl)-1H-pyrazol-1-yl)acetate FC(C1=NN(C(=C1)C(F)F)CC(=O)OCCC=C(F)F)F